ClC1=CC(=CC(=N1)NC(C=1C(N(C=C(C1)CN1C[C@H](CCC1)C)C1CC1)=O)=O)C1=C(C=C(C=C1)C#N)C=1N(C=CN1)C N-{6-chloro-4-[4-cyano-2-(1-methyl-2-imidazolyl)phenyl]-2-pyridyl}-5-{[(S)-3-methyl-1-piperidyl]methyl}-1-cyclopropyl-2-oxo-1,2-dihydronicotinamide